O=C1NC(CCC1N1C(C2=CC=CC(=C2C1)NC(C(=O)O)CCCCCC)=O)=O ((2-(2,6-dioxopiperidin-3-yl)-1-oxoisoindolin-4-yl)amino)octanoic acid